2-(pyridin-4-yl)benzoic acid N1=CC=C(C=C1)C1=C(C(=O)O)C=CC=C1